C(N)(=N)N1CCC(=CC1)C1=CC=C(S1)C(=O)NC1=CC=C(C=C1)SCCNC(=N)N 5-(1-carbamimidoyl-1,2,3,6-tetrahydropyridin-4-yl)-N-(4-((2-guanidinoethyl)thio)phenyl)thiophene-2-carboxamide